7-Bromo-5-((3,3-difluoroazetidin-1-yl)methyl)pyrrolo[2,1-f][1,2,4]triazin-4-amine BrC1=CC(=C2C(=NC=NN21)N)CN2CC(C2)(F)F